1-(azetidin-3-yl)ethanol N1CC(C1)C(C)O